3-[[2-(2-hydroxy-phenyl)imidazo[1,2-a]pyrazin-3-yl]amino]benzoic acid OC1=C(C=CC=C1)C=1N=C2N(C=CN=C2)C1NC=1C=C(C(=O)O)C=CC1